N-ethoxy-4-((3-(5-fluoro-pyrimidin-2-yl)-2-methoxyphenyl)amino)-6-((2-methyl-pyrimidin-4-yl)amino)nicotinamide C(C)ONC(C1=CN=C(C=C1NC1=C(C(=CC=C1)C1=NC=C(C=N1)F)OC)NC1=NC(=NC=C1)C)=O